2-methoxyethyl 8-((4-(4-cyano-2-methyl-phenyl)-piperazin-1-yl)-sulfonyl)-1-(hydroxy-carbamoyl)-3,8-diazabicyclo-[3.2.1]octane-3-carboxylate C(#N)C1=CC(=C(C=C1)N1CCN(CC1)S(=O)(=O)N1C2(CN(CC1CC2)C(=O)OCCOC)C(NO)=O)C